tert-Butyl 3-(2-ethoxy-2-oxoethyl)-6-fluoro-1H-indole-1-carboxylate C(C)OC(CC1=CN(C2=CC(=CC=C12)F)C(=O)OC(C)(C)C)=O